FC(C1=CC=CC(=N1)CO)(F)F (6-(trifluoromethyl)pyridin-2-yl)methanol